[Pd](Cl)Cl.P[C-]1C=CC=C1.[CH-]1C=CC=C1.[Fe+2] Phosphinoferrocene palladium dichloride